(3R,4R)-3-((3R,4S)-4-((tert-butyldimethylsilyl)oxy)-3-fluoropiperidin-1-yl)-4-((tert-butyldiphenylsilyl)oxy)tetrahydrofuran-3-carbonitrile [Si](C)(C)(C(C)(C)C)O[C@@H]1[C@@H](CN(CC1)[C@@]1(COC[C@@H]1O[Si](C1=CC=CC=C1)(C1=CC=CC=C1)C(C)(C)C)C#N)F